(2-amino-3-((4-aminophenyl)ethynyl)pyridine-4-yl)-1H-indazol-3-amine NC1=NC=CC(=C1C#CC1=CC=C(C=C1)N)N1N=C(C2=CC=CC=C12)N